8-chloro-4-((5,6-difluoropyridin-3-yl)amino)-6-(((2-methylpyridin-3-yl)(1H-1,2,3-triazol-4-yl)methyl-d)amino)quinoline-3-carbonitrile ClC=1C=C(C=C2C(=C(C=NC12)C#N)NC=1C=NC(=C(C1)F)F)NC([2H])(C=1N=NNC1)C=1C(=NC=CC1)C